C(C)N1C[C@@H](CCC1)NC1=NN=C(C(N1C)=O)C1=C(C=C(C=C1C)C(F)(F)F)O 3-[[(3R)-1-ethyl-3-piperidinyl]amino]-6-[2-hydroxy-6-methyl-4-(trifluoromethyl)phenyl]-4-methyl-1,2,4-triazin-5-one